COC(=O)C1=C(SC(=C1C)C(N)=O)NC(C(CC)C1=CC=C(C=C1)C#N)=O (2-(4-cyanophenyl)butyrylamino)-5-carbamoyl-4-methylthiophene-3-carboxylic acid methyl ester